C(C)(C)(C)OC1CN(C1)C(=O)O 3-tert-Butoxy-azetidine-1-carboxylic acid